(2RS)-4,4-difluoro-2-(4-fluorophenyl)-N-{4-[2-fluoro-7-(pyridin-2-yl)-5H-pyrrolo[2,3-b]pyrazin-6-yl]pyridin-2-yl}butanamide FC(C[C@@H](C(=O)NC1=NC=CC(=C1)C1=C(C=2C(=NC=C(N2)F)N1)C1=NC=CC=C1)C1=CC=C(C=C1)F)F |r|